BrC1=C(C=CC(=C1)I)N1CCCC1 1-(2-bromo-4-iodophenyl)pyrrolidine